1-(3-hydroxypropyl)-3-(4-(trifluoromethyl)phenyl)thiourea OCCCNC(=S)NC1=CC=C(C=C1)C(F)(F)F